(4-cyanobicyclo[2.2.1]heptan-1-yl)-2-(methylsulfonyl)-5-(trifluoromethyl)benzamide C(#N)C12CCC(CC1)(C2)C=2C(=C(C(=O)N)C=C(C2)C(F)(F)F)S(=O)(=O)C